2-methoxy-4-methyl-5-methyl-sulfinylamphetamine COC1=C(CC(N)C)C=C(C(=C1)C)S(=O)C